ClC1=CC=C2C=3C(CCCC3N(C2=C1C)C1=NC=CC=N1)=O 7-Chloro-8-methyl-9-(2-pyrimidinyl)-1,2,3,9-tetrahydrocarbazol-4-one